6-(1,2,3,4,5,6,7,7a-octahydroindol-3a-yl)-1-methyl-benzimidazole N1CCC2(CCCCC12)C=1C=CC2=C(N(C=N2)C)C1